(6R)-6-{[2-(4-fluorophenyl)-7-(trifluoromethyl)[1,2,4]triazolo[1,5-c]quinazolin-5-yl]amino}-1,4-diazepan-5-one FC1=CC=C(C=C1)C1=NN2C(=NC=3C(=CC=CC3C2=N1)C(F)(F)F)N[C@H]1C(NCCNC1)=O